BrC=1C=CC=2C(N(C3=CC=CC1C23)C2C(N(C(CCC2)=O)COC)=O)=O 3-(5-bromo-2-oxobenzo[cJ]indol-1(2H)-yl)-1-(methoxymethyl)azepane-2,7-dione